C(C)(=O)NC1=C(C2=C(S1)C(=C(C=C2Cl)Cl)O)C(=O)OCC ethyl 2-acetamido-4,6-dichloro-7-hydroxybenzo[b]thiophene-3-carboxylate